C1(CCC1)C1CN(CC1)C1=C(N)C=CC=C1C 2-(3-cyclobutylpyrrolidin-1-yl)-3-methyl-aniline